BrC1(C(=O)[O-])C(C=C(C(=C1)F)[N+](=O)[O-])C(F)F 1-bromo-2-(difluoromethyl)-5-fluoro-4-nitrobenzoate